tert-butyl 3-[2-acetyl-6-(3-methyl-1H-pyrrolo[2,3-b]pyridin-5-yl)-3,4-dihydro-1H-Isoquinolin-8-yl]morpholine-4-carboxylate C(C)(=O)N1CC2=C(C=C(C=C2CC1)C=1C=C2C(=NC1)NC=C2C)C2N(CCOC2)C(=O)OC(C)(C)C